ClC=1C=C(CN2C(C3=CC=C(C=C3C(C23CCCC3)C(=O)O)C3=C(C=CC=C3)C=O)=O)C=CC1Cl 2'-(3,4-dichlorobenzyl)-6'-(2-formylphenyl)-1'-oxo-1',4'-dihydro-2'H-spiro[cyclopentane-1,3'-isoquinoline]-4'-carboxylic acid